OC(C)(C)C1CN(CCOC1)C(=O)OC(C)(C)C tert-butyl 6-(2-hydroxypropan-2-yl)-1,4-oxazepane-4-carboxylate